CC1=CC=CC(=N1)C1=NC=CC(=N1)NC1=NC(=NC=C1)NC=1C=NN(C1)CCN1CCOCC1 N4-[2-(6-methyl-2-pyridyl)pyrimidin-4-yl]-N2-[1-(2-morpholinoethyl)pyrazol-4-yl]pyrimidine-2,4-diamine